(3-(trifluoromethyl)-5,6-dihydroimidazo[1,5-a]pyrazin-7(8H)-yl)methanone FC(C1=NC=C2N1CCN(C2)C=O)(F)F